hexanoic acid hydrochloride salt Cl.C(CCCCC)(=O)O